OCC(C(=O)O)CCCCC=C 2-(hydroxymethyl)oct-7-enoic acid